2-fluorobenzoic acid sodium salt [Na+].FC1=C(C(=O)[O-])C=CC=C1